CC=1C(=NC=C(N1)C)O[C@@H]1C[C@@H](N(C1)CC1=C(N=C(S1)NC(C)=O)F)C N-(5-(((2S,4R)-4-((3,5-dimethylpyrazin-2-yl)oxy)-2-methylpyrrolidin-1-yl)methyl)-4-fluorothiazol-2-yl)acetamide